C[C@@]1(C2=C(NC=3N=CC=C(C13)C(F)(F)F)CC(CC2=O)(C)C)C2=CC=CC=C2 (5R)-5,8,8-trimethyl-5-phenyl-4-(trifluoromethyl)-9,10-dihydro-7H-benzo[b][1,8]naphthyridin-6-one